CC=1SC(=CC1C(=O)NC1=NC(=NS1)CC(=C(F)F)C)C1=CC(=CC=C1)OC(F)F 2-methyl-5-(3-(difluoromethoxy)phenyl)-N-(3-(3,3-difluoro-2-methylallyl)-1,2,4-thiadiazol-5-yl)thiophene-3-carboxamide